C1(CCCC1)N1C=CC=2C(=NC(=CC21)NC=2SC(=CN2)C)O[C@H]2C[C@@H](N(C2)C(C=C)=O)C 1-((2S,4S)-4-((1-cyclopentyl-6-((5-methylthiazol-2-yl)amino)-1H-pyrrolo[3,2-c]pyridin-4-yl)oxy)-2-methylpyrrolidin-1-yl)prop-2-en-1-one